ClCCCCCCCC 1-Chlorooctane